(benzenesulfonyloxyimino)-2,6-dichlorophenylacetonitrile C1(=CC=CC=C1)S(=O)(=O)ON=C(C#N)C1=C(C=CC=C1Cl)Cl